N-([1,2,4]triazolo[4,3-a]pyridin-3-yl)-3-(1-(2,4-dinitrophenyl)piperidin-4-yl)propanamide N=1N=C(N2C1C=CC=C2)NC(CCC2CCN(CC2)C2=C(C=C(C=C2)[N+](=O)[O-])[N+](=O)[O-])=O